(R)-N'-((1,2,3,5,6,7-hexahydrodicyclopenta[b,e]pyridin-8-yl)carbamoyl)-2-(2-hydroxypropan-2-yl)thiazole-5-sulfonimidamide C1CCC2=NC3=C(C(=C21)NC(=O)N=[S@](=O)(N)C2=CN=C(S2)C(C)(C)O)CCC3